4,4''-dibromo-1,1':2',1''-terphenyl BrC1=CC=C(C=C1)C=1C(=CC=CC1)C1=CC=C(C=C1)Br